(+-)-cis-N-[8-chloro-6-[2-ethyl-5-oxo-pyrrolidin-1-yl]-3-isoquinolinyl]-2-fluoro-cyclopropanecarboxamide ClC=1C=C(C=C2C=C(N=CC12)NC(=O)[C@H]1[C@H](C1)F)N1[C@@H](CCC1=O)CC |&1:19|